C(C)(C)(C)OC(=O)N1CCN(CC1)C=1C=CC2=C(C=C(O2)C(=O)OCC)C1Br 4-(4-bromo-2-ethoxycarbonyl-benzofuran-5-yl)-piperazine-1-carboxylic acid tert-butyl ester